COC=1C=CC(=NC1)C1=C(C=NN1C)[N+](=O)[O-] 5-methoxy-2-(1-methyl-4-nitro-1H-pyrazol-5-yl)pyridine